1,1-Difluoro-N-(2-((3R,4S)-4-hydroxy-3-(pyridin-2-ylmethyl)chroman-7-yl)phenyl)methansulfonamid FC(S(=O)(=O)NC1=C(C=CC=C1)C1=CC=C2[C@H]([C@@H](COC2=C1)CC1=NC=CC=C1)O)F